2,4-dihydroxy-3-nitro-benzophenone OC1=C(C(=O)C2=CC=CC=C2)C=CC(=C1[N+](=O)[O-])O